7-(5-iodopyridin-2-yl)-3-oxa-7,9-diazabicyclo[3.3.1]nonane-9-carboxylic acid tert-butyl ester C(C)(C)(C)OC(=O)N1C2COCC1CN(C2)C2=NC=C(C=C2)I